CC1=CC=C(C=C1)S(=O)(=O)CCCl 2-chloroethyl p-tolyl sulfone